CC1=NC(=CC=C1N1N=NC(=C1)C(=O)NCC1=NOC(=C1)C1=CC=CC=C1)C 1-(2,6-dimethylpyridin-3-yl)-N-((5-phenylisoxazol-3-yl)methyl)-1H-1,2,3-triazole-4-carboxamide